benzocarbazolyl-anthracene C1(=CC=CC=2C=CC=3C=4C=CC=CC4NC3C21)C2=CC=CC1=CC3=CC=CC=C3C=C21